C(=O)C1CCC(CC1)N1N=C2C=C(C(=CC2=C1)C=1C(=NC(=CC1)C(F)(F)F)C(=O)N)C(C)(C)O 2-(4-formylcyclohexyl)-6-(1-hydroxy-1-methyl-ethyl)indazol-5-yl-6-(trifluoromethyl)pyridine-2-carboxamide